L-γ-methyleneglutamine amide C=C(C[C@H](N)C(=O)N)C(N)=O